C1(=CC=CC=C1)NC(NC1=CC=C(C=C1)S(=O)(=O)N)=S 4-(3-phenylthioureido)benzenesulphonamide